ClC=1C=CC(=C2C3(NC(NC12)=O)CCCC3)OC3=C(C=CC=C3F)C3=NN=NN3 8'-chloro-5'-[6-fluoro-2-(1H-tetrazol-5-yl)phenoxy]-1'H-spiro[cyclopentane-1,4'-quinazolin]-2'(3'H)-one